CSN1C(C(=CC=C1C1CCNCC1)C#N)=O (methylthio)-2-oxo-6-(piperidin-4-yl)-1,2-dihydropyridine-3-carbonitrile